(2S,3R,4S,5S)-2,4-dimethyl-4-nitro-3,5-diphenylpyrrolidine-2-carboxylic acid ethyl ester C(C)OC(=O)[C@]1(N[C@H]([C@]([C@@H]1C1=CC=CC=C1)([N+](=O)[O-])C)C1=CC=CC=C1)C